COC=1C=C2CCC/C(/C2=CC1)=N\NS(=O)(=O)C1=CC=C(C=C1)C (E)-N'-(6-methoxy-3,4-dihydronaphthalen-1(2H)-ylidene)-4-methylbenzenesulfonohydrazide